CNC(=O)C1CC2(CCN(C2)C2=NC(=NC(=C2)NC2=NC(=CC=C2)C)C=2C=NC=CC2)CCC1 n-methyl-2-(6-((6-methylpyridin-2-yl)amino)-2-(pyridin-3-yl)pyrimidin-4-yl)-2-azaspiro[4.5]decane-7-carboxamide